2-mercaptomethyl-1,11-dimercapto-3,6,9-trithiaundecane SCC(CS)SCCSCCSCCS